OC[C@H](C=C)N1C(C2=CC=CC=C2C1=O)=O (S)-2-(1-hydroxybut-3-en-2-yl)isoindole-1,3-dione